sulfonylacetaldehyde S(=O)(=O)=CC=O